The molecule is a member of the class of mastopyrans that is a 14-amino acid polypeptide comprising isoleucyl, asparaginyl, leucyl, lysyl, alanyl, leucyl, alanyl, alanyl, leucyl, alanyl, lysyl, lysyl, isoleucyl, and leucinamide residues coupled in sequence. It is the major active component of the venom of the vespid wasp, Vespula lewisii and causes degranulation of mast cells. It has a role as an antimicrobial agent. It is a member of mastoparans and a peptidyl amide. CC[C@H](C)[C@@H](C(=O)N[C@@H](CC(=O)N)C(=O)N[C@@H](CC(C)C)C(=O)N[C@@H](CCCCN)C(=O)N[C@@H](C)C(=O)N[C@@H](CC(C)C)C(=O)N[C@@H](C)C(=O)N[C@@H](C)C(=O)N[C@@H](CC(C)C)C(=O)N[C@@H](C)C(=O)N[C@@H](CCCCN)C(=O)N[C@@H](CCCCN)C(=O)N[C@@H]([C@@H](C)CC)C(=O)N[C@@H](CC(C)C)C(=O)N)N